benzyl 4-(2-(2-((tert-butoxycarbonyl)amino)ethoxy)ethyl)piperazine-1-carboxylate C(C)(C)(C)OC(=O)NCCOCCN1CCN(CC1)C(=O)OCC1=CC=CC=C1